6-(tert-butoxycarbonyl)-2-(2,2-dimethylcyclopropane-1-carbonyl)-2,6-diazaspiro[3.4]octane-8-carboxylic acid C(C)(C)(C)OC(=O)N1CC2(CN(C2)C(=O)C2C(C2)(C)C)C(C1)C(=O)O